C1(CC1)CCC(N1C(C=CC=C1)=O)C1CCC(N1C(=O)N)(C(=O)N)OC 5-((+)-3-cyclopropyl-1-(2-oxopyridin-1(2H)-yl)propyl)-2-methoxypyrrolidine-1,2-dicarboxamide